ClC=1C=C(C=CC1F)NC(N(CCC)CC1=CN=C(C2=CC=CC=C12)OC)=O (S)-3-(3-chloro-4-fluorophenyl)-1-((1-methoxyisoquinolin-4-yl)methyl)-1-propylurea